N-cyclohexyl-5-(3-methoxyphenyl)pyrazolo[1,5-a]pyrimidine-7-amine C1(CCCCC1)NC1=CC(=NC=2N1N=CC2)C2=CC(=CC=C2)OC